ethyl 5-amino-2-chloro-pyrimidine-4-carboxylate NC=1C(=NC(=NC1)Cl)C(=O)OCC